Benzyl N-[3-([3-[(tert-butoxycarbonyl) amino]propyl]amino)propyl]carbamate C(C)(C)(C)OC(=O)NCCCNCCCNC(OCC1=CC=CC=C1)=O